tert-butyl ((1S,3R)-3-((6-amino-2-fluoro-3-(1-((2-(trimethylsilyl)ethoxy)methyl)-1H-1,2,4-triazol-3-yl)phenyl)amino)cyclohexyl)carbamate NC1=CC=C(C(=C1N[C@H]1C[C@H](CCC1)NC(OC(C)(C)C)=O)F)C1=NN(C=N1)COCC[Si](C)(C)C